4-((S)-4,4-difluoro-1-((S)-1-oxo-1-((5-(2,4,5-trifluorophenoxy)pyrazin-2-yl)amino)propan-2-yl)piperidin-3-yl)pyridine 1-oxide FC1([C@H](CN(CC1)[C@H](C(NC1=NC=C(N=C1)OC1=C(C=C(C(=C1)F)F)F)=O)C)C1=CC=[N+](C=C1)[O-])F